OC1=CC(=NC=C1OC)C=O 4-HYDROXY-5-METHOXY-2-PYRIDINECARBALDEHYDE